C[Si](C)(C)NC1=CC=CC=C1 Trimethylsilylanilin